C(C)N=C(N(CCCC)CC)[Y](C(N(CC)CCCC)=NCC)C(N(CC)CCCC)=NCC tris(diethyl-n-butylamidino)yttrium